[Se-2].[Na+].[Na+] Natrium selenid